2-(3,8-diazabicyclo[3.2.1]octan-8-yl)-8-(4-isobutyrylpiperazin-1-yl)-4-methyl-N-(1-methylcyclopropyl)quinazoline-6-sulfonamide C12CNCC(CC1)N2C2=NC1=C(C=C(C=C1C(=N2)C)S(=O)(=O)NC2(CC2)C)N2CCN(CC2)C(C(C)C)=O